BrC1=C2C(=NC=C1)NN=C2 4-bromo-1H-pyrazolo[3,4-b]pyridine